ClC=1C=C(OC[C@H]2CN(CC2)C(C(=O)N[C@@H](C)C2=CC=C(C(=O)OC)C=C2)(C)C)C=CC1 Methyl 4-((S)-1-(2-((R)-3-((3-chlorophenoxy)methyl)pyrrolidin-1-yl)-2-methylpropanamido)ethyl)benzoate